N1OC(CCO1)N1C(C2=CC(=C(C=C2C1=O)N1C[C@@H]2C([C@@H]2C1)CC1N(CCNC1)C1=NC=C(C=N1)C(=O)N)F)=O ((((1R,5S,6s)-3-(2-(2,6-dioxapiperidin-3-yl)-6-fluoro-1,3-dioxoisoindolin-5-yl)-3-azabicyclo[3.1.0]hexan-6-yl)methyl)piperazin-1-yl)pyrimidine-5-amide